ClC1=C(C=C(CC(C(=O)N)CC)C=C1)C#N (4-chloro-3-cyanobenzyl)butanamide